4-((4-(4-((4-aminophenoxy)methyl)-2,6-dimethylphenoxy)pyrimidin-2-yl)amino)benzonitrile NC1=CC=C(OCC2=CC(=C(OC3=NC(=NC=C3)NC3=CC=C(C#N)C=C3)C(=C2)C)C)C=C1